N-((5-(4-(((3S,4R)-3-fluoro-1-methylpiperidin-4-yl)amino)-1-(2,2,2-trifluoroethyl)-1H-indol-2-yl)thiophen-2-yl)methyl)cyclopropanecarboxamide F[C@H]1CN(CC[C@H]1NC1=C2C=C(N(C2=CC=C1)CC(F)(F)F)C1=CC=C(S1)CNC(=O)C1CC1)C